(S)-5-(6-(1-amino-1,3-dihydrospiro[indene-2,4'-piperidine]-1'-yl)-4-oxo-4,5-dihydro-1H-pyrazolo[3,4-d]pyrimidin-3-yl)-7,7-dimethyl-7,8-dihydroquinoline-3-carbonitrile N[C@@H]1C2=CC=CC=C2CC12CCN(CC2)C=2NC(C1=C(N2)NN=C1C=1C=2C=C(C=NC2CC(C1)(C)C)C#N)=O